N-Ethyl-N-[(E)-(1-Hydroxy-3H-2,1-benzoxaborol-5-yl)methylenamino]-1H-pyrazolo[3,4-d]pyrimidin-4-amin C(C)N(C1=C2C(=NC=N1)NN=C2)/N=C/C=2C=CC1=C(COB1O)C2